Methyl ((((1S,4R)-4-(2-amino-6-methoxy-9H-purin-9-yl)cyclopent-2-en-1-yl)methoxy)(2-((3-hydroxy-2,2-dimethylpropanoyl)thio)ethoxy)phosphoryl)-L-alaninate NC1=NC(=C2N=CN(C2=N1)[C@H]1C=C[C@H](C1)COP(=O)(OCCSC(C(CO)(C)C)=O)N[C@@H](C)C(=O)OC)OC